Iso-butyl-quinoline C(C(C)C)C1=NC2=CC=CC=C2C=C1